FC1=C2C=CN(C2=C(C=C1)C)C1=C(C(=CC=C1)N1CCN(CC1)C)C 4-fluoro-7-methyl-N-(2-methyl-3-(4-methylpiperazin-1-yl)phenyl)-1H-indole